(S)-3-(4-(cyclopropylmethoxy)-1-((5-methoxy-7-methyl-1H-indol-4-yl)methyl)-1,2,3,4-tetrahydroquinolin-7-yl)propanoic acid C1(CC1)CO[C@H]1CCN(C2=CC(=CC=C12)CCC(=O)O)CC1=C2C=CNC2=C(C=C1OC)C